N1(C=NC=C1)CCNCC=1C=CC(=NC1OC)C=1C(=C(C=CC1)C1=C(C(=CC=C1)NC=1C2=C(N=C(N1)C)C=CC=N2)C)Cl N-(3'-(5-(((2-(1H-imidazol-1-yl)ethyl)amino)methyl)-6-methoxypyridin-2-yl)-2'-chloro-2-methyl-[1,1'-biphenyl]-3-yl)-2-methylpyrido[3,2-d]pyrimidin-4-amine